FC1=CC=C(C=C1)C1(N(CC(CC1)C)C(C(=O)NC=1C=C(C(=NC1)NC(OC(C)(C)C)=O)C)=O)[2H] tert-butyl (5-(2-(2-(4-fluorophenyl)-5-methylpiperidin-1-yl-2-d)-2-oxoacetamido)-3-methylpyridin-2-yl)carbamate